ClC1=CC=C(C=C1)C1=NN(CCC1C1=CC=CC=C1)C(NS(=O)(=O)C1=CC2=CC=CC=C2C=C1)=S 3-(4-chlorophenyl)-N-(naphthalen-2-ylsulfonyl)-4-phenyl-5,6-dihydropyridazine-1(4H)-carbothioamide